NC1CCC(CC1)NC1=NC2=C(C=C(C=C2C=N1)C=1C=CC(=NC1OC)NS(=O)(=O)C1=C(C=CC=C1)C)CC N-(5-(2-(((1r,4r)-4-aminocyclohexyl)amino)-8-ethylquinazolin-6-yl)-6-methoxypyridin-2-yl)-2-methylbenzenesulfonamide